(S)-1-cyano-N-(2'-(5-methylisoxazol-4-yl)-[4,4'-bipyridyl]-2-yl)pyrrolidine-3-carboxamide Ethyl-2,2-difluoro-3-(4-(1-Boc-6-fluoro-1H-indol-3-yl)thiophen-2-yl)-3-oxopropanoate C(C)OC(C(C(=O)C=1SC=C(C1)C1=CN(C2=CC(=CC=C12)F)C(=O)OC(C)(C)C)(F)F)=O.C(#N)N1C[C@H](CC1)C(=O)NC1=NC=CC(=C1)C1=CC(=NC=C1)C=1C=NOC1C